N-(2-(4-cyanocyclohexyl)-4-(2-fluorophenyl)pyridin-3-yl)-2-isopropylpyrimidine-5-carboxamide C(#N)C1CCC(CC1)C1=NC=CC(=C1NC(=O)C=1C=NC(=NC1)C(C)C)C1=C(C=CC=C1)F